5-sec-Butyl-2,3-dimethylpyrazin C(C)(CC)C=1N=C(C(=NC1)C)C